C(CCCCCCCCCCCCCCCCCCCCC)(=O)NC(CCNCCC)NC(CCCCCCCCCCCCCCCCCCCCC)=O dibehenamidopropyl-propylamine